Cl.CC1([C@H]2CN[C@@H]([C@@H]12)C(=O)OC)C methyl (1R,2S,5S)-6,6-dimethyl-3-azabicyclo[3.1.0]hexane-2-carboxylate, hydrochloride